2-Hydroxy-1-(4-((3bR,4aR)-1-(2-oxo-2-(4-(o-tolyloxy)piperidin-1-yl)ethyl)-3b,4,4a,5-tetrahydro-1H-cyclopropa[3,4]cyclopenta[1,2-c]pyrazole-3-carbonyl)piperazin-1-yl)ethanone OCC(=O)N1CCN(CC1)C(=O)C=1C2=C(N(N1)CC(N1CCC(CC1)OC1=C(C=CC=C1)C)=O)C[C@@H]1[C@H]2C1